2-[2-(4-chloro-phenyl)-benzimidazol-1-yl]-2-cyclohexyl-N-(1-isopropyl-2-methyl-propyl)-acetamide ClC1=CC=C(C=C1)C1=NC2=C(N1C(C(=O)NC(C(C)C)C(C)C)C1CCCCC1)C=CC=C2